NCCOCCOCCOCCC(N[C@@H](C)C(C)(C)C)=O (S)-1-amino-14-(tert-butyl)-12-oxo-3,6,9-trioxa-13-azapentadecane